O1COC2=C1C=CC(=C2)OC2=NC=NC1=CC=C(C=C21)I 4-(benzo[d][1,3]dioxol-5-yloxy)-6-iodoquinazoline